2-(furan-2-yl)-5-(3-((4-(6-methoxypyridin-3-yl)piperazin-1-yl)methyl)piperidin-1-yl)-[1,2,4]triazolo[1,5-a][1,3,5]triazine-7-amine O1C(=CC=C1)C1=NN2C(N=C(N=C2N)N2CC(CCC2)CN2CCN(CC2)C=2C=NC(=CC2)OC)=N1